2-[3-(Dimethylamino)phenyl]-2,8-diazaspiro[4.5]decane-8-carboxylic acid tert-butyl ester C(C)(C)(C)OC(=O)N1CCC2(CCN(C2)C2=CC(=CC=C2)N(C)C)CC1